ethyl-4-[(1-tert-butoxycarbonyl-4-piperidyl)methylamino]-6-chloro-pyridine-3-carboxylate C(C)OC(=O)C=1C=NC(=CC1NCC1CCN(CC1)C(=O)OC(C)(C)C)Cl